(S)-4-((1-(benzyloxy)-3-(1H-indol-3-yl)-1-oxopropan-2-yl)amino)-4-oxobutanoic acid tert-butyl ester C(C)(C)(C)OC(CCC(=O)N[C@H](C(=O)OCC1=CC=CC=C1)CC1=CNC2=CC=CC=C12)=O